tin antimony nickel thulium [Tm].[Ni].[Sb].[Sn]